4-(2-(3-(3-chloro-2-fluoro-6-(2H-tetrazol-2-yl)phenyl)acrylamido)-2-phenylacetamido)-2-methoxybenzoic acid ClC=1C(=C(C(=CC1)N1N=CN=N1)C=CC(=O)NC(C(=O)NC1=CC(=C(C(=O)O)C=C1)OC)C1=CC=CC=C1)F